2-(5-Azaspiro[2.4]heptan-5-yl)-N-((2-(2,2,2-trifluoroethoxy)pyridin-4-yl)methyl)acetamide C1CC12CN(CC2)CC(=O)NCC2=CC(=NC=C2)OCC(F)(F)F